1-(2-{[2-(benzyloxy)ethyl]oxy}-4-bromophenyl)ethan-1-one C(C1=CC=CC=C1)OCCOC1=C(C=CC(=C1)Br)C(C)=O